1-(4-(1-(4-cyclohexylphenyl)-1H-benzo[d]imidazol-6-yl)phenyl)-3-(2-(dimethylamino)ethyl)urea C1(CCCCC1)C1=CC=C(C=C1)N1C=NC2=C1C=C(C=C2)C2=CC=C(C=C2)NC(=O)NCCN(C)C